(2r,4r)-4-(iodomethyl)-4-methyl-5-oxo-2-phenyl-oxazolidine-3-carboxylic acid benzyl ester C(C1=CC=CC=C1)OC(=O)N1[C@H](OC([C@]1(C)CI)=O)C1=CC=CC=C1